C1(C=2C3=C(C=NC2C=CC1)C1=C(O3)C=CC=C1)=O benzofuro[3,2-c]quinolinone